5-Deuterio-1-[5-(3-methyltriazol-4-yl)-3-pyridyl]-6-oxo-pyridazine-3-carboxylate [2H]C1=CC(=NN(C1=O)C=1C=NC=C(C1)C=1N(N=NC1)C)C(=O)[O-]